2-(2-chloro-4-fluorophenyl)-N-{4-[1-(2-methoxyethyl)-1H-pyrazol-4-yl]-3-sulfamoylphenyl}acetamide ClC1=C(C=CC(=C1)F)CC(=O)NC1=CC(=C(C=C1)C=1C=NN(C1)CCOC)S(N)(=O)=O